1-[6-(2-hydroxy-4,6-dimethyl-phenyl)pyridazin-3-yl]indolin-5-ol OC1=C(C(=CC(=C1)C)C)C1=CC=C(N=N1)N1CCC2=CC(=CC=C12)O